5-Amino-8-(2-furyl)-3-[2-(4-hydroxy-4-methyl-1-piperidyl)ethyl]-1-methyl-[1,2,4]triazolo[5,1-f]purin-2-one NN1C=NC(=C2N3C(N=C12)N(C(N3C)=O)CCN3CCC(CC3)(C)O)C=3OC=CC3